[F-].P(=O)([O-])([O-])[O-].[Pb+4] lead phosphate fluoride